FC1=CC2=C(N(N=N2)CCNC(OC(C)(C)C)=O)C2=C1CC(C2)C=O tert-butyl N-[2-(5-fluoro-7-formyl-7,8-dihydro-6H-cyclopenta[g]benzotriazol-1-yl)ethyl]carbamate